5-(5,5-difluoro-4-oxo-3-(trifluoromethyl)-4,5,6,7-tetrahydro-1H-indol-1-yl)-2-fluorobenzaldehyde FC1(C(C=2C(=CN(C2CC1)C=1C=CC(=C(C=O)C1)F)C(F)(F)F)=O)F